6-(difluoromethyl)-4-[2-fluoro-4-(trifluoromethyl)phenyl]-7-methyl-pteridine FC(C=1N=C2C(=NC=NC2=NC1C)C1=C(C=C(C=C1)C(F)(F)F)F)F